1-(Cyclopropyl-methyl)-2-[5-(4-methoxyphenyl)-1H-pyrazol-4-yl]-2,3-dihydro-quinazolin-4-one C1(CC1)CN1C(NC(C2=CC=CC=C12)=O)C=1C=NNC1C1=CC=C(C=C1)OC